tetrahydroxybenzoquinone disodium salt [Na].[Na].OC1=C(C(C(=C(C1=O)O)O)=O)O